N-(2-(2-(cyclopropanesulfonylamino)thiazol-4-yl)propan-2-yl)-4-(6-ethylpyrazin-2-yl)-2-fluorobenzamide C1(CC1)S(=O)(=O)NC=1SC=C(N1)C(C)(C)NC(C1=C(C=C(C=C1)C1=NC(=CN=C1)CC)F)=O